2,5-dimethyl-heptamethylene diisocyanate CC(CN=C=O)CCC(CCN=C=O)C